dimethylphosphanium dichloride [Cl-].[Cl-].C[PH2+]C.C[PH2+]C